(4-amino-3,3-dimethylbutyl)(methyl)dimethoxysilane NCC(CC[Si](OC)(OC)C)(C)C